(1-(1-(2-fluoroacryloyl)azetidin-3-yl)-3-(4-(trifluoromethyl)phenyl)-1H-pyrazolo[4,3-b]pyridin-7-yl)benzamide FC(C(=O)N1CC(C1)N1N=C(C2=NC=CC(=C21)C2=C(C(=O)N)C=CC=C2)C2=CC=C(C=C2)C(F)(F)F)=C